2-[[[4-cyano-7-(4-isopropylphenyl)-2,3-dihydrobenzofuran-5-yl]amino]methyl]prop-2-enamide C(#N)C1=C(C=C(C2=C1CCO2)C2=CC=C(C=C2)C(C)C)NCC(C(=O)N)=C